COC1=CC=C(C=C1)C1CC(CCC1)=O 3-(4-methoxyphenyl)cyclohexan-1-one